4-(3-((Dimethylamino)methyl)phenyl)-3-(1-hydroxyethyl)-1H-isochromen-1-one CN(C)CC=1C=C(C=CC1)C1=C(OC(C2=CC=CC=C12)=O)C(C)O